1-(1-(4-(2-(2-aminopyridin-3-yl)-5-phenyl-3H-imidazo[4,5-b]pyridin-3-yl)phenyl)ethyl)pyrrolidine-3-carboxylic acid NC1=NC=CC=C1C1=NC=2C(=NC(=CC2)C2=CC=CC=C2)N1C1=CC=C(C=C1)C(C)N1CC(CC1)C(=O)O